2-methoxy-5-(quinolin-5-ylmethoxy)isonicotinaldehyde COC=1C=C(C=O)C(=CN1)OCC1=C2C=CC=NC2=CC=C1